2-(2,6-dimethyl-4-((5-oxo-1-(p-tolyl)-1,5-dihydro-4H-1,2,4-triazol-4-yl)methyl)phenoxy)-2-methylpropanoic acid ethyl ester C(C)OC(C(C)(C)OC1=C(C=C(C=C1C)CN1C=NN(C1=O)C1=CC=C(C=C1)C)C)=O